NCC(CC1=CC(=CC=C1)F)NC(C1=CC=C(C=C1)C1=CC=NC=2NC(C[C@@H](C12)C)=O)=O (S)-N-(1-amino-3-(3-fluorophenyl)propan-2-yl)-4-(5-methyl-7-oxo-5,6,7,8-tetrahydronaphthyridin-4-yl)benzamide